[Si](C)(C)(C(C)(C)C)OCC(COS(=O)(=O)C)(OC1=NNC=C1)C 3-[1-[[tert-butyl(dimethyl)silyl]oxymethyl]-1-methyl-2-methylsulfonyloxy-ethoxy]pyrazole